6-(5-iodo-2-{1-[6-methyl-2-(methylsulfanyl)pyrimidin-4-yl]-1H-imidazol-4-yl}phenyl)-6-azaspiro[2.5]octane IC=1C=CC(=C(C1)N1CCC2(CC2)CC1)C=1N=CN(C1)C1=NC(=NC(=C1)C)SC